3,5-dicarboxy-1,2,4-triazole C(=O)(O)C1=NNC(=N1)C(=O)O